N1=CC=C(C=C1)/C=C/C1=NNC2=CC(=CC=C12)C(=O)N1CC=NC2=CC=CC=C12 (E)-4-(3-(2-(Pyridin-4-yl)vinyl)-1H-indazole-6-carbonyl)-3,4-dihydroquinoxalin